COC(C1=C(C=CC(=C1)Cl)Br)=O.FC=1C=C(C=CC1CC(=O)N)C1=C(C(=CC=C1)C1=CC(=C(C=C1)CC(=O)N)OC(C)C)O (3-fluoro-2'-hydroxy-3''-isopropoxy-[1,1':3',1''-terphenyl]-4,4''-diyl)diacetamide methyl-2-bromo-5-chlorobenzoate